4-aminothiomorpholine 1,1-dioxide NN1CCS(CC1)(=O)=O